1-Bromo-2-(trifluoro-methoxy)-benzene BrC1=C(C=CC=C1)OC(F)(F)F